4-amino-7-fluoro-N,1-dimethyl-N-((4S)-7-(trifluoromethyl)-3,4-dihydro-1H-pyrano[4,3-c]pyridin-4-yl)-1H-pyrazolo[4,3-c]-quinoline-8-carboxamide NC1=NC=2C=C(C(=CC2C2=C1C=NN2C)C(=O)N([C@@H]2COCC1=C2C=NC(=C1)C(F)(F)F)C)F